C1(CCCCC1)C(=O)N cyclohexan-1-carboxamid